3,5-dimethyl-isoxazole-4-boronic acid CC1=NOC(=C1B(O)O)C